CCCC(CCCCCC)C(=O)OCC Ethyl decane-4-carboxylate